C(C)(C)(C)OC([C@@H](CC1=CC(=CC=C1)C(N)=O)[C@@H]1CN(CC1)C(=O)OC(C)(C)C)=O tert-butyl (R)-3-((S)-1-(tert-butoxy)-3-(3-carbamoylphenyl)-1-oxopropan-2-yl)pyrrolidine-1-carboxylate